(2E,4e)-10-cyclohexyldeca-2,4-dienoic acid C1(CCCCC1)CCCCC/C=C/C=C/C(=O)O